[2-(aminomethyl)-3,3-difluoro-allyl]-4-[2-methyl-3-(4-piperazin-1-ylphenyl)phenyl]-1,2,4-triazol-3-one bistrifluoroacetate FC(C(=O)O)(F)F.FC(C(=O)O)(F)F.NCC(CC=1N(C(NN1)=O)C1=C(C(=CC=C1)C1=CC=C(C=C1)N1CCNCC1)C)=C(F)F